3-(1-(2,4-difluorophenyl)-5-(3,5-dimethylisoxazol-4-yl)-1H-pyrrolo[2,3-b]pyridin-3-yl)-4-(trifluoromethoxy)benzoic acid FC1=C(C=CC(=C1)F)N1C=C(C=2C1=NC=C(C2)C=2C(=NOC2C)C)C=2C=C(C(=O)O)C=CC2OC(F)(F)F